N-(2-cyano-4-(6-ethoxypyrazin-2-yl)phenyl)-2-(2-(cyclopropanesulfonylamino)thiazol-4-yl)-2-methoxyacetamide C(#N)C1=C(C=CC(=C1)C1=NC(=CN=C1)OCC)NC(C(OC)C=1N=C(SC1)NS(=O)(=O)C1CC1)=O